(1R,2S,4R)-4-cyclohexyl-2-(hydroxymethyl)-2-(methoxymethyl)quinuclidin-3-one C1(CCCCC1)C12C([C@@](N(CC1)CC2)(COC)CO)=O